4-(3,5-dichloro-4-hydroxybenzylidene)-1,2-dimethyl-imidazol-5-one ClC=1C=C(C=C2N=C(N(C2=O)C)C)C=C(C1O)Cl